methyl 5-cyclopropyl-6-(trifluoromethyl)picolinate C1(CC1)C=1C=CC(=NC1C(F)(F)F)C(=O)OC